ethylene glycol di(pentafluoroethanesulfonate) FC(C(S(=O)(=O)OCCOS(=O)(=O)C(C(F)(F)F)(F)F)(F)F)(F)F